N-(benzo[b]thiophen-5-ylmethyl)-1-(2-(4-(trifluoromethyl)phenyl)-2H-pyrazolo[3,4-d]pyrimidin-4-yl)azepane-4-carboxamide S1C2=C(C=C1)C=C(C=C2)CNC(=O)C2CCN(CCC2)C=2C=1C(N=CN2)=NN(C1)C1=CC=C(C=C1)C(F)(F)F